9,9-Bis(4-(3,5-dibromophenoxy)phenyl)-9H-fluorene BrC=1C=C(OC2=CC=C(C=C2)C2(C3=CC=CC=C3C=3C=CC=CC23)C2=CC=C(C=C2)OC2=CC(=CC(=C2)Br)Br)C=C(C1)Br